5-Chloro-N2-cyclopropyl-N4-(3-(trifluoromethyl)phenyl)pyrimidine-2,4-diamine ClC=1C(=NC(=NC1)NC1CC1)NC1=CC(=CC=C1)C(F)(F)F